(S)-3-(trifluoromethyl)-7,7a,8,9,10,11-hexahydro-6H-dipyrido[2,1-d:2',3'-f][1,2,5]thiadiazepine 5,5-dioxide FC(C1=CC2=C(N3[C@H](CNS2(=O)=O)CCCC3)N=C1)(F)F